3-((6-aminopyridin-3-yl)(tert-butoxycarbonyl)amino)piperidine-1-carboxylic acid tert-butyl ester C(C)(C)(C)OC(=O)N1CC(CCC1)N(C(=O)OC(C)(C)C)C=1C=NC(=CC1)N